N-(p-tolyl)picolinamide C1(=CC=C(C=C1)NC(C1=NC=CC=C1)=O)C